COC=1C=C(C=CC1OC)C=1NC2=CC=C(C=C2C1C(C)C)C1=CC(=NC=C1)N1CCN(CC1)CC1=CSC=C1 2-(3,4-dimethoxyphenyl)-3-isopropyl-5-(2-(4-(thiophen-3-ylmethyl)piperazin-1-yl)pyridin-4-yl)-1H-indole